O-(mesitylenesulfonyl)hydroxylamine benzyl-(3S)-4-[2-(4-fluoro-4-piperidyl)ethyl]-3-methyl-piperazine-1-carboxylate C(C1=CC=CC=C1)OC(=O)N1C[C@@H](N(CC1)CCC1(CCNCC1)F)C.C1(=C(C(=CC(=C1)C)C)S(=O)(=O)ON)C